4-Methyl-N-[4-(1-methyl-azepan-3-yl)-phenyl]-3-{4-[5-(1-methyl-1H-pyrazol-3-yl)-pyridin-3-yl]-pyrimidin-2-ylamino}-benzamide CC1=C(C=C(C(=O)NC2=CC=C(C=C2)C2CN(CCCC2)C)C=C1)NC1=NC=CC(=N1)C=1C=NC=C(C1)C1=NN(C=C1)C